COS(=O)(=O)C=1C(=CC=C2C=C3C=CC=CC3=CC12)S(=O)(=O)[O-].[Cs+] cesium methylanthracenedisulfonate